chloro-7-methyl-1,3-benzoxazole ClC=1OC2=C(N1)C=CC=C2C